3-bromo-5,6,7,8-tetrahydroimidazo[1,5-a]pyridine-7-carboxylic acid BrC1=NC=C2N1CCC(C2)C(=O)O